COC(C1=CC(=NC=C1)C1=CC2=CC=CC=C2C=C1)=O 2-(naphthalen-2-yl)isonicotinic acid methyl ester